C(C)C12N(C=3C(=NN=C(C3)C3=C(C(=CC=C3)F)O)NC1=O)CCN(C2)C(=O)OC(C)(C)C tert-butyl 6a-ethyl-2-(3-fluoro-2-hydroxyphenyl)-6-oxo-5,6,6a,7,9,10-hexahydro-8H-pyrazino[1',2':4,5]pyrazino[2,3-c]pyridazine-8-carboxylate